C1(CC1)C(=O)NC1=CC=C(C=C1)N1C=NC2=C1C=C(C=C2C)C(=O)N(C)C2=CC(=C(C=C2)F)F 3-[4-(cyclopropanecarbonylamino)phenyl]-N-(3,4-difluorophenyl)-N,7-dimethyl-benzimidazole-5-carboxamide